O=S1(CCN(CC1)C1=CC(=C(C=C1)NC1=NC=C(C(=N1)C1=CC2=C(C(N(CCS2(=O)=O)C)=S)S1)C(F)(F)F)CC)=O 7-(2-((4-(1,1-dioxidothiomorpholino)-2-ethylphenyl)amino)-5-(trifluoromethyl)pyrimidin-4-yl)-4-methyl-3,4-dihydrothieno[2,3-f][1,4]thiazepine-5(2H)-thione 1,1-dioxide